DIMETHYLPROPANAL CC(C=O)(C)C